COC(C(=O)OCCC)C 3-propyl methoxypropionate